N-[(1R)-1-(4-benzyloxy-3-methoxy-phenyl)ethyl]-2-methyl-propane-2-sulfinamide C(C1=CC=CC=C1)OC1=C(C=C(C=C1)[C@@H](C)NS(=O)C(C)(C)C)OC